1-[4-[(7S)-7-(4-isoquinolyl)-5,6,7,8-tetrahydroquinazolin-4-yl]piperazin-1-yl]prop-2-en-1-one C1=NC=C(C2=CC=CC=C12)[C@H]1CCC=2C(=NC=NC2C1)N1CCN(CC1)C(C=C)=O